1-((3s,4r)-1-(2-methoxyethyl)-4-phenylpyrrolidin-3-yl)-3-(2-(pyridin-4-yl)-2,4,5,6-tetrahydrocyclopenta[c]pyrazol-3-yl)urea COCCN1C[C@H]([C@@H](C1)C1=CC=CC=C1)NC(=O)NC1=C2C(=NN1C1=CC=NC=C1)CCC2